2-{[(1R)-1-(4-Chlorophenyl)-7-fluoro-5-{1-hydroxy-1-[trans-4-hydroxycyclohexyl]propyl}-3-oxo-1-[(3S)-oxolan-3-yloxy]-2,3-dihydro-1H-isoindol-2-yl]methyl}pyrimidin-5-carbonitril ClC1=CC=C(C=C1)[C@@]1(N(C(C2=CC(=CC(=C12)F)C(CC)([C@@H]1CC[C@H](CC1)O)O)=O)CC1=NC=C(C=N1)C#N)O[C@@H]1COCC1